isobutyl furancarboxylate O1C(=CC=C1)C(=O)OCC(C)C